NC1=NC=C(C(=C1C=1C=C2CCNC(C2=CC1)=O)F)C1=CC=C(C=C1)S(=O)(=O)C(C)C 6-(2-amino-4-fluoro-5-(4-(isopropylsulfonyl)phenyl)pyridin-3-yl)-3,4-dihydroisoquinolin-1(2H)-one